3,3-difluoro-4-(2-methoxy-2-oxoethyl)piperidine-1-carboxylic acid tert-butyl ester C(C)(C)(C)OC(=O)N1CC(C(CC1)CC(=O)OC)(F)F